(R)-N-(6,8-dimethylisoquinolin-1-yl)-6-(5-(2-methoxyethyl)-1,3,4-thiadiazol-2-yl)-N-(piperidin-3-yl)nicotinamide CC=1C=C2C=CN=C(C2=C(C1)C)N(C(C1=CN=C(C=C1)C=1SC(=NN1)CCOC)=O)[C@H]1CNCCC1